methyl 8-{2-[9-(dimethylamino)octadecyl]cyclopropyl}octanoate CN(C(CCCCCCCCC1C(C1)CCCCCCCC(=O)OC)CCCCCCCCC)C